methylsulfonyloxypalladium CS(=O)(=O)O[Pd]